N=1N2C(=C(C1)C1=NC(=C(C(=O)NC=3C=NC(=NC3)N3[C@H](CN(CC3)C3=NC=NC(=C3)F)C)C=C1)F)CCC2 (S)-6-(5,6-dihydro-4H-pyrrolo[1,2-b]pyrazol-3-yl)-2-fluoro-N-(2-(4-(6-fluoropyrimidin-4-yl)-2-methylpiperazin-1-yl)pyrimidin-5-yl)nicotinamide